13-octadecadien-1-ol acetate CCCC/C=C/CCCCCCCC/C=C/CC(O)OC(=O)C